[Si](C)(C)(C(C)(C)C)OC1=CC=2CC[C@H]3[C@@H]4CC(C([C@@]4(C)CC[C@@H]3C2C=C1)=O)S(=O)C1=CC=C(C=C1)Cl 3-tert-butyldimethylsilyloxy-16-(4-chlorophenylsulfinyl)-estra-1,3,5(10)-triene-17-one